tert-butyl (S)-7,10-dioxo-6-(4-(trifluoromethyl)benzyl)-2,6,9-triazaspiro[4.5]decane-2-carboxylate O=C1N([C@]2(CCN(C2)C(=O)OC(C)(C)C)C(NC1)=O)CC1=CC=C(C=C1)C(F)(F)F